ClC=1C=C(C=CC1Cl)CN1C(C2=CC=C(C=C2C(C12CCCC2)C(=O)O)C2=C(C=CC=C2)C(C=C)O)=O 2'-[(3,4-dichlorophenyl)methyl]-6'-[o-(1-hydroxy-2-propenyl)phenyl]-1'-oxo-2'H,4'H-spiro[cyclopentane-1,3'-isoquinoline]-4'-carboxylic acid